O=C1NC(CCC1N1C(C2=CC=C(C=C2C1=O)OCC(=O)NC1CCNCC1)=O)=O 2-((2-(2,6-dioxopiperidin-3-yl)-1,3-dioxoisoindolin-5-yl)oxy)-N-(piperidin-4-yl)acetamide